O1C(OCCCC1)[C@H](C)NP(OC1=C(C(=CC=C1)C)C)(OC[C@H]1O[C@@H]([C@]([C@@H]1O)(C)F)N1C(NC(C=C1)=O)=O)=O |&1:24| 2,3-Dimethylphenyl (((2R,3R,4R,SR)-5-(2,4-dioxo-3,4-dihydropyrimidin-1(2H)-yl)-4-fluoro-3-hydroxy-4-methyltetrahydrofuran-2-yl)methyl) ((S)-1-(1,3-dioxepan-2-yl)ethyl)phosphoramidate